8-fluoro-2-(4-(trifluoromethyl)phenyl)-2,3-dihydrobenzo[b][1,4]dioxin-6-carbonitrile FC1=CC(=CC2=C1OC(CO2)C2=CC=C(C=C2)C(F)(F)F)C#N